ClC=1C(=NC(=NC1)NC1=C(C=C(C(=C1)CC)N1CCNCC1)OC)NC1=C(C=C(C=C1)OC)N(S(=O)(=O)C)C N-[2-[[5-chloro-2-(5-ethyl-2-methoxy-4-piperazin-1-yl-anilino)pyrimidin-4-yl]amino]-5-methoxy-phenyl]-N-methyl-methanesulfonamide